Benzyl Vinylcarbamate C(=C)NC(OCC1=CC=CC=C1)=O